C(#N)C1=CC(=C(OC=2N=NC(=C(C2C(=O)NC2=CC(=CC=C2)[S@](=O)(=N)C)C)C(F)(F)F)C=C1)OC (S)-3-(4-cyano-2-methoxyphenoxy)-5-methyl-N-(3-(S-methylsulfonimidoyl)phenyl)-6-(trifluoromethyl)pyridazine-4-carboxamide